CS(=O)(=O)C1=CC=C(C=N1)C1=CC2=NC=CC(=C2O1)C=1C=C(C=CC1)C(C)(C)O 2-(3-(2-(6-(methylsulfonyl)pyridin-3-yl)furo[3,2-b]pyridin-7-yl)phenyl)propan-2-ol